(R)-4-((1Z,3E)-5-(4-(6-(1H-benzo[d]imidazol-2-yl)picolinoyl)piperazin-1-yl)-2-methyl-5-oxopenta-1,3-dien-1-yl)-4-hydroxy-3,5,5-trimethylcyclohex-2-en-1-one N1C(=NC2=C1C=CC=C2)C2=CC=CC(=N2)C(=O)N2CCN(CC2)C(/C=C/C(=C\[C@@]2(C(=CC(CC2(C)C)=O)C)O)/C)=O